C(CCC)C=1N(C2=C(C(=NC=3C=CC=CC23)N)N1)CCCS(=O)(=O)C 2-butyl-1-[3-(methylsulfonyl)propyl]-1H-imidazo[4,5-c]quinolin-4-amine